N(=[N+]=[N-])C[C@H](N)C(=O)O 3-azidoalanine